3-(4-hydroxy-3,5-dimethoxyphenyl)acrylic acid OC1=C(C=C(C=C1OC)C=CC(=O)O)OC